C/C(=C/C(=O)[O-])/CC (Z)-3-Methylpent-2-enoate